BrC=1C=C(C(=O)NC(C)C2=NC=CN=C2C2=NC=C(C=C2)OCC(F)(F)F)C=C(C1)C(F)(F)F 3-bromo-N-[1-[3-[5-(2,2,2-trifluoroethoxy)-2-pyridyl]pyrazin-2-yl]ethyl]-5-(trifluoromethyl)benzamide